4-{5-[(3R)-3-methylmorpholin-4-yl]-3-(1H-pyrazol-5-yl)-[1,2]thiazolo[4,5-b]pyridin-7-yl}oxan-4-ol acryloxyphthalate C(C=C)(=O)OC1=C(C(C(=O)O)=CC=C1)C(=O)O.C[C@H]1N(CCOC1)C1=CC(=C2C(=N1)C(=NS2)C2=CC=NN2)C2(CCOCC2)O